ClC=1C=CC(=C(C1)[C@@H]1[C@H](C1)C(=O)NC1=NC=CC(=C1)NCC=1N=C2N(C=C(C=C2N2CCN(CC2)C)C2CC2)C1)C#N |r| rac-(1S*,2S*)-2-(5-chloro-2-cyanophenyl)-N-(4-(((6-cyclopropyl-8-(4-methylpiperazin-1-yl)imidazo[1,2-a]pyridin-2-yl)methyl)amino)pyridin-2-yl)cyclopropane-1-carboxamide